C1(C=CC(N1C(CC(=O)ON1C(C(CC1=O)S(=O)(=O)O)=O)CCCCCCCC)=O)=O N-(γ-Maleimidoundecanoyloxy)sulfosuccinimide